4-deoxy-4-amino-beta-d-glucose N[C@H]1[C@@H]([C@H]([C@H](O)O[C@@H]1CO)O)O